{2-[3-(3-tert-butyl-4-hydroxy-5-methylphenyl)propionyloxy]-1,1-dimethylethyl}2,4,8,10-tetraoxaspiro[5.5]undecane C(C)(C)(C)C=1C=C(C=C(C1O)C)CCC(=O)OCC(C)(C)C1OCOCC12COCOC2